FC1=C(C(=C(C(=C1[B-](C1=C(C(=C(C(=C1F)F)F)F)F)(C1=C(C(=C(C(=C1F)F)F)F)F)C1=C(C(=C(C(=C1F)F)F)F)F)F)F)F)F.C(CCCCCCCCCCCCCCCCC)[NH+](CCCCCCCCCCCCCCCCCC)CC(C(F)(F)F)(F)F N,N-dioctadecyl-2,2,3,3,3-pentafluoropropylammonium tetrakis(pentafluorophenyl)borate